2-[2-[6-(difluoromethyl)pyridin-3-yl]-2-oxoethyl]-2-hydroxymalonic acid 1,3-diethyl ester C(C)OC(C(C(=O)OCC)(O)CC(=O)C=1C=NC(=CC1)C(F)F)=O